ClC=1C(=NN2C1CN(CCC2)S(=O)(=O)C2=C(C=CC=C2)[N+](=O)[O-])C(=O)OCC ethyl 3-chloro-5-(2-nitrophenyl)sulfonyl-4,6,7,8-tetrahydropyrazolo[1,5-a][1,4]diazepine-2-carboxylate